((7-(3-chloro-2-fluorophenylsulfonylamino)-3,4-dihydroquinolin-1(2H)-yl) sulfonyl) benzoate C(C1=CC=CC=C1)(=O)OS(=O)(=O)N1CCCC2=CC=C(C=C12)NS(=O)(=O)C1=C(C(=CC=C1)Cl)F